methyl 3-cyclopropyl-1-(tetrahydro-2H-pyran-2-yl)-1H-pyrazole-5-carboxylate C1(CC1)C1=NN(C(=C1)C(=O)OC)C1OCCCC1